SCCC[Si](OCCCC)(OCCCC)OCCCC γ-mercaptopropyltributoxysilane